BrC1=CC(=NC=C1)NC1CCOCC1 4-bromo-N-(tetrahydro-2H-pyran-4-yl)pyridin-2-amine